2-((3-amino-6,6-difluoroheptyl)oxy)ethan-1-ol NC(CCOCCO)CCC(C)(F)F